(S)-2-Boc-amino-4-(2-iodoethoxy)butanoic acid C(=O)(OC(C)(C)C)[C@@](C(=O)O)(CCOCCI)N